5-cyano-2-(4-(2,4-difluorophenoxy)piperidin-1-yl)phenyl-2-methoxy-3-methylbenzamide C(#N)C=1C=CC(=C(C1)C1=C(C(=C(C(=O)N)C=C1)OC)C)N1CCC(CC1)OC1=C(C=C(C=C1)F)F